3-((1-(6-aminohexan-2-yl)-7-(3-cyclopropyl-2-oxoimidazolidin-1-yl)-1H-benzo[d]imidazol-2-yl)carbamoyl)benzoic acid NCCCCC(C)N1C(=NC2=C1C(=CC=C2)N2C(N(CC2)C2CC2)=O)NC(=O)C=2C=C(C(=O)O)C=CC2